COC1(CC(CC1)C(=O)OC)OC Methyl 3,3-dimethoxycyclopentane-1-carboxylate